N1=C(C=CC=C1)CNCC1=NC=CC=C1 N,N-bis(2-pyridylmethyl)amine